O[C@H](C(=O)[O-])[C@@H](C(=O)[O-])O (2s,3s)-2,3-dihydroxysuccinate